(2-Chloronaphthalen-1-yl)boric acid ClC1=C(C2=CC=CC=C2C=C1)OB(O)O